O=C1N(CCC(N1)=O)C1=NN(C2=CC(=CC=C12)C1CCN(CC1)C(=O)OC(C)(C)C)C tert-butyl 4-[3-(2,4-dioxotetrahydropyrimidin-1(2H)-yl)-1-methyl-1H-indazol-6-yl]piperidine-1-carboxylate